C(\C=C\C)=O (E)-2-butenal